C(C)(C)(C)OC(=O)N([C@@H](C(C1=CC=CC=C1)(C)C)C(=O)N[C@@H](C(C)(C)C)C(=O)N(C)[C@@H](C(C)C)\C=C(/C)\C(=O)O)C N-(t-butoxycarbonyl)-N,β,β-trimethyl-L-phenylalanyl-N-[(3S,4E)-5-carboxy-2-methyl-hex-4-en-3-yl]-N,3-dimethyl-L-valinamide